FC=1C=C(C=2C3=C(NC2C1)C(=NC=N3)C3=CC=C(CNC(OC(C)(C)C)=O)C=C3)F tert-butyl (4-(7,9-difluoro-5H-pyrimido[5,4-b]indol-4-yl)benzyl)carbamate